3-(4-cyano-2-methoxyphenoxy)-6-(4-cyanophenyl)-5-methylpyridazine-4-carboxylic acid C(#N)C1=CC(=C(OC=2N=NC(=C(C2C(=O)O)C)C2=CC=C(C=C2)C#N)C=C1)OC